COC=1N=C2C(=CC=NC2=CC1)CCN1CCC(CC1)NC(OC(C)(C)C)=O tert-butyl 1-(2-(6-methoxy-1,5-naphthyridin-4-yl) ethyl)piperidin-4-ylcarbamate